4,4,5,5-tetramethyl-2-(4,4,5,5-tetramethyl-1,3,2-dioxaborolan-2-yl)-1,3,2-dioxaborolane CC1(OB(OC1(C)C)B1OC(C(O1)(C)C)(C)C)C